CN1CC(CC1)OC(C(OC1=CC=C(C=C1)OC)C1=C(C=CC=C1)C1=CC=CC=C1)=O 2-([1,1'-biphenyl]-2-yl)-2-(4-methoxyphenoxy)acetic acid-1-methylpyrrolidin-3-yl ester